4-butyl-6-chloro-7-(3,5-dimethylisoxazol-4-yl)-2H-benzo[b][1,4]Oxazin-3(4H)-one C(CCC)N1C2=C(OCC1=O)C=C(C(=C2)Cl)C=2C(=NOC2C)C